[Li+].C(C)OC(COP(=O)([O-])[O-])OCC.BrC1=CC=C(C(=N1)SC)OC.[Li+] 6-bromo-3-methoxy-2-(methylsulfanyl)pyridine diethoxyethyl-phosphate lithium salt